2-((6-methylimidazo[1,2-a]pyridin-2-yl)methyl)-5-(pyridin-2-yl)-2,7-naphthyridin-1(2H)-one CC=1C=CC=2N(C1)C=C(N2)CN2C(C1=CN=CC(=C1C=C2)C2=NC=CC=C2)=O